C1(=CC=C(C=C1)C(=O)O[C@H]1[C@@H]([C@@H]2[C@@H](OC[C@H](CC2)CCCC(OC(C)C)=O)C1)CO)C1=CC=CC=C1 (3S,5aR,6S,7R,8aS)-6-(hydroxymethyl)-3-[4-oxo-4-(2-propanyloxy)butyl]octahydro-2H-cyclopenta[b]oxepin-7-yl 4-biphenylcarboxylate